3-((4-phenylbutyl)amino)propanoic acid C1(=CC=CC=C1)CCCCNCCC(=O)O